C(CCCCCC\C=C\CCC)CC(=O)O.C(C)(=O)OCCCCCCCC=CCCC 8-dodecenyl acetate (trans-8-dodecenylacetate)